2-bromo-N-methyl-N-(2-(3'-nitro-[1,1'-biphenyl]-4-carbonyl)phenyl)acetamide BrCC(=O)N(C1=C(C=CC=C1)C(=O)C1=CC=C(C=C1)C1=CC(=CC=C1)[N+](=O)[O-])C